C(C)(C)(C)OC(=O)N[C@H](C(=O)OC)C(C)(C)C methyl (S)-2-((tert-butoxycarbonyl) amino)-3,3-dimethylbutyrate